tert-butyl 2-(5-bromo-2-fluorophenyl)-2-(3-oxoisoquinolin-2-yl)acetate BrC=1C=CC(=C(C1)C(C(=O)OC(C)(C)C)N1C=C2C=CC=CC2=CC1=O)F